[C@H]12OC[C@H](N(C1)C(=O)O[C@H]1C[C@H](CC1)C=1NN=C(C1)NC(COC1=C(C(=CC(=C1)OC)OCC1=CC=CC=C1)C=O)=O)C2 (1R,3S)-3-(5-{2-[3-(benzyloxy)-2-formyl-5-methoxyphenoxy]acetamido}-2H-pyrazol-3-yl)cyclopentyl (1R,4R)-2-oxa-5-azabicyclo[2.2.1]heptane-5-carboxylate